NCC(CN1N=CN(C1=O)CC=1SC2=C(C1)C=CC(=C2)C=2C=NN(C2)CC)=C(F)F 2-[2-(aminomethyl)-3,3-difluoro-allyl]-4-[[6-(1-ethylpyrazol-4-yl)benzothien-2-yl]methyl]-1,2,4-triazol-3-one